6-((S)-2-methyl-pyrrolidine-1-carbonyl)-3,4-dihydro-1H-pyrrolo[2,1-c][1,4]oxazine-8-carboxylic acid [(R)-1-(6-trifluoromethyl-pyridin-3-yl)-propyl]-amide FC(C1=CC=C(C=N1)[C@@H](CC)NC(=O)C=1C=C(N2C1COCC2)C(=O)N2[C@H](CCC2)C)(F)F